ClC1=C(C=C(OC2=C(N=NN2)C(=O)O)C=C1C#CC1=CC=CC=C1)F 5-(4-chloro-3-fluoro-5-(phenylethynyl)phenoxy)-1H-1,2,3-triazole-4-carboxylic acid